2-(4-(2-Chloro-5-fluoropyrimidin-4-yl)-2,5-difluorobenzyl)-3-((1-(cyanomethyl)cyclopropyl)methyl)-3H-imidazo[4,5-b]pyridine-5-carboxylic acid methyl ester COC(=O)C1=CC=C2C(=N1)N(C(=N2)CC2=C(C=C(C(=C2)F)C2=NC(=NC=C2F)Cl)F)CC2(CC2)CC#N